[(1r,4r)-4-ethylsulfonamidocyclohexyl]methyl 4-methylbenzene-1-sulfonate CC1=CC=C(C=C1)S(=O)(=O)OCC1CCC(CC1)NS(=O)(=O)CC